OC1(CC(C1)C(=O)N1CC2(C1)CC(C2)OC2=C(C=CC=C2)C)C ((1s,3s)-3-hydroxy-3-methylcyclobutyl)(6-(o-tolyloxy)-2-azaspiro[3.3]hept-2-yl)methanone